(1r,3r)-3-{3-(4-fluorophenyl)-4-[6-(1-methyl-1H-imidazol-4-yl)furo[2,3-d]pyrimidin-4-yl]-1H-pyrazol-1-yl}cyclobutan-1-ol FC1=CC=C(C=C1)C1=NN(C=C1C=1C2=C(N=CN1)OC(=C2)C=2N=CN(C2)C)C2CC(C2)O